C(C)(C)(C)OC(=O)N1CC(N(CC1)CC#C)=O.FC1=C(C(=C(C(=C1[2H])[2H])C=1NC2=CC=CC=C2C1C(C(=O)N[C@@H]1C(NC[C@H]1O)=O)C)[2H])[2H] (2-(4-fluorophenyl-2,3,5,6-d4)-1H-indol-3-yl)-N-((3S,4R)-4-hydroxy-2-oxopyrrolidin-3-yl)propionamide Tert-butyl-3-oxo-4-prop-2-ynyl-piperazine-1-carboxylate